ethyl 2,3,6,6-tetramethylcyclohex-2-ene-1-carboxylate CC=1C(C(CCC1C)(C)C)C(=O)OCC